ClC=1C=C(C=NC1N1N=CC=N1)NC(=O)C=1C=NN(C1C(F)(F)F)C=1N=NC=CC1C N-(5-chloro-6-(2H-1,2,3-triazol-2-yl)pyridin-3-yl)-1-(4-methylpyridazin-3-yl)-5-(trifluoromethyl)-1H-pyrazole-4-carboxamide